4-methyl-1,3-thiazole CC=1N=CSC1